ClC1=CC=C2C(=CNC2=C1C1=CC=CC=C1)S(=O)(=O)NC1=NC(=C(C(=N1)OC)OCC(F)F)OC 6-chloro-N-[5-(2,2-difluoroethoxy)-4,6-dimethoxy-pyrimidin-2-yl]-7-phenyl-1H-indole-3-sulfonamide